(S)-3-(1-amino-1,3-dihydrospiro[inden-2,4'-piperidin]-1'-yl)-6-((2-amino-3-chloropyridin-4-yl)thio)pyrazine-2-carbonitrile N[C@@H]1C2=CC=CC=C2CC12CCN(CC2)C=2C(=NC(=CN2)SC2=C(C(=NC=C2)N)Cl)C#N